C(C(CCCCCC)S)S octane-1,2-dithiol